NC1=CC=C(C(C(=O)OC(C)(C)C)=C1)O Tert-butyl 5-aminosalicylate